Br.N1CC(CC1)CS(=O)(=O)N1CCN(CC1)C=1C=NC=C(C1)C(F)(F)F 1-((pyrrolidin-3-ylmethyl)sulfonyl)-4-(5-(trifluoromethyl)pyridin-3-yl)piperazine hydrobromide